C[C@](N)(CCSC)C(=O)O |r| α-methyl-DL-methionine